[Pb](=S)=[Se].[Sn] tin lead sulfide selenide